ClCCC1C(N(C2=CC=C(C=C2C1)OCC1=CC=C(C=C1)OC)CC1=CC=C(C=C1)OC)=O 3-(2-chloroethyl)-6-[(4-methoxyphenyl)methoxy]-1-[(4-methoxyphenyl)methyl]-3,4-dihydroquinolin-2-one